C[N+](C1CN(CC1)C1=CC(=CC(=C1)C(F)(F)F)C(NC1=CC(=C(C=C1)C)NC(=O)C1=NOC(=C1)C)=O)(C)C N,N,N-trimethyl-1-(3-((4-methyl-3-(5-methylisoxazole-3-carboxamido)phenyl)carbamoyl)-5-(trifluoromethyl)phenyl)pyrrolidin-3-aminium